C(#N)C1=CN(C2=CC=C(C=C12)N1N=CC(=C1)C(=O)O)C(C)C 1-(3-cyano-1-isopropyl-1H-indole-5-yl)-1H-pyrazole-4-carboxylic acid